(3r,5s)-1-ethyl-5-methylpiperidin-3-amine C(C)N1C[C@@H](C[C@@H](C1)C)N